ClC1=C(C=CC=C1NC(=O)C=1N(C2=C(C=NCC2)N1)C)C1=C(C(=CC=C1)NC=1N=CC=C2C=C(C=NC12)CN[C@@H]1[C@H](CCC1)O)C 2-(2-chloro-3'-(3-(((1S,2S)-2-hydroxycyclopentylamino)methyl)-1,7-naphthyridin-8-ylamino)-2'-methylbiphenyl-3-ylcarbamoyl)-1-methyl-6,7-dihydro-1H-imidazo[4,5-c]pyridin